3-[4-{2-[(5-Fluoropyridin-2-yl)amino]-2-oxoethyl}-5,8-dioxo-6-(propan-2-yl)-5,6,7,8-tetrahydro-4H-pyrazolo[1,5-a]pyrrolo[3,4-d]pyrimidin-2-yl]azetidin FC=1C=CC(=NC1)NC(CN1C=2N(C(C3=C1C(N(C3)C(C)C)=O)=O)N=C(C2)C2CNC2)=O